3'-bromo-2,2'-dimethyl-[1,1'-biphenyl]-3-carbaldehyde BrC=1C(=C(C=CC1)C1=C(C(=CC=C1)C=O)C)C